aminoethylaminoethanesulfonic acid NCCNC(C)S(=O)(=O)O